tert-butyl (2S)-4-iodo-2-methylpiperidine-1-carboxylate tert-butyl-(2S)-4-iodo-2-methylpiperidine-1-carboxylate C(C)(C)(C)OC(=O)N1[C@H](CC(CC1)I)C.IC1C[C@@H](N(CC1)C(=O)OC(C)(C)C)C